2-(2,4-Dioxotetrahydropyrimidin-1(2H)-yl)-5-((4-(7-fluoro-3-oxo-2,3-dihydro-4H-benzo[b][1,4]oxazin-4-yl)piperidin-1-yl)methyl)isoindoline-1,3-dione O=C1N(CCC(N1)=O)N1C(C2=CC=C(C=C2C1=O)CN1CCC(CC1)N1C2=C(OCC1=O)C=C(C=C2)F)=O